CC=1N(C(=C2C(N(N=CC21)C2=NC=CC=C2)=O)C)C2=CC(=CC=C2)N2CCCCC2 5,7-Dimethyl-6-(3-(piperidin-1-yl)phenyl)-2-(pyridin-2-yl)-2,6-dihydro-1H-pyrrolo[3,4-d]pyridazin-1-one